2-methyl-2,4-diphenyl-2H-benzo[e][1,3]oxazin-3(4H)-ol CC1(OC2=C(C(N1O)C1=CC=CC=C1)C=CC=C2)C2=CC=CC=C2